C(#N)C1CN(C1)S(=O)(=O)N1C[C@H](CCC1)C(=O)N1[C@H](CCC1)C(=O)NCC1=CC=C(C=C1)C(F)(F)F 1-(((3S)-1-((3-cyano-1-azetidinyl)sulfonyl)-3-piperidinyl)carbonyl)-N-(4-(trifluoromethyl)benzyl)-D-prolinamide